Iron-Boron-Neodymium [Nd].[B].[Fe]